C1(CCC1)CCN(C(=O)OCC=1C(=NOC1C1=CC=C(O[C@@H]2C[C@H](CCC2)C(=O)O)C=C1)C)C |r| (±)-(trans)-3-(4-(4-((((2-cyclobutyl-ethyl)(methyl)carbamoyl)oxy)methyl)-3-methylisoxazol-5-yl)phenoxy)cyclohexane-1-carboxylic acid